FN1N=CC=2C=NC=CC21 fluoro-1H-pyrazolo[4,3-c]pyridine